1,4-butylene bis-(4-aminobenzoate) NC1=CC=C(C(=O)OCCCCOC(C2=CC=C(C=C2)N)=O)C=C1